3-(m-chlorophenoxy)methyl-1,4,2-dioxazole ClC=1C=C(OCC2=NOCO2)C=CC1